C(C)(C)(C)OC(=O)N1C[C@H](N(CC1)C=1C=NC(=CC1)[N+](=O)[O-])C (R)-3-methyl-4-(6-nitro-pyridin-3-yl)-piperazine-1-carboxylic acid tert-butyl ester